ClC1=C(CN2N=CC3=C(C=C(C=C23)C2=CN(C3=C(N=CC=C32)O)C)NS(=O)(=O)CC)C=CC(=C1)F N-(1-(2-chloro-4-fluorobenzyl)-6-(7-hydroxy-1-methyl-1H-pyrrolo[2,3-c]pyridin-3-yl)-1H-indazol-4-yl)ethanesulfonamide